6-isopropoxy-2-(1-methyl-2-oxabicyclo[2.2.2]oct-4-yl)-2H-indazole-5-carboxylic acid phenyl ester C1(=CC=CC=C1)OC(=O)C1=CC2=CN(N=C2C=C1OC(C)C)C12COC(CC1)(CC2)C